(R)-4-(1-(5-(5-(1-(3,5-dichloropyridin-4-yl)ethoxy)-1H-indazol-3-yl)pyrimidin-2-yl)-3-methylazetidin-3-yl)morpholine ClC=1C=NC=C(C1[C@@H](C)OC=1C=C2C(=NNC2=CC1)C=1C=NC(=NC1)N1CC(C1)(C)N1CCOCC1)Cl